N1(N=CC=C1)C1=CC(=NC=N1)NC(C(=O)O)CCN(CCCCC1=NC=2NCCCC2C=C1)CCOC1=CC=CC=C1 2-((6-(1H-pyrazol-1-yl)pyrimidin-4-yl)amino)-4-((2-phenoxyethyl)(4-(5,6,7,8-tetrahydro-1,8-naphthyridin-2-yl)butyl)amino)butanoic acid